C1=C(C=CC2=CC=CC=C12)C1(CCC1)O 1-(2-naphthyl)cyclobutan-1-ol